C1(=CC=CC=C1)C1=CC=2C=CC=CC2C=2C=3C(OC21)=C(C=CC3)N 6-phenylbenzo[b]Naphtho[1,2-d]furan-8-amine